CC=1C(=C(CC=2C=C(N)C=CC2)C=C(C1)C)OCCN1CCOCC1 3-(3,5-dimethyl-2-(2-morpholinoethoxy)benzyl)aniline